tert-butyl (2S)-2-[(7-benzyl-4-methoxy-6,8-dihydro-5H-pyrido[3,4-d]pyrimidin-2-yl) oxymethyl]pyrrolidine-1-carboxylate C(C1=CC=CC=C1)N1CC=2N=C(N=C(C2CC1)OC)OC[C@H]1N(CCC1)C(=O)OC(C)(C)C